(rac)-6-chloro-7-{3-[1-hydroxy-3-(morpholin-4-yl)propyl]-1,5-dimethyl-1H-pyrazol-4-yl}-3-{3-[(naphthalen-1-yl)oxy]propyl}-1H-indole-2-carboxylic acid ethyl ester C(C)OC(=O)C=1NC2=C(C(=CC=C2C1CCCOC1=CC=CC2=CC=CC=C12)Cl)C=1C(=NN(C1C)C)[C@@H](CCN1CCOCC1)O |r|